(biphenylyl)(dimethylfluorenyl)(methyldiphenylfluorenyl)amine C1(=C(C=CC=C1)N(C1=C(C(=C(C=2C3=CC=CC=C3CC12)C)C1=CC=CC=C1)C1=CC=CC=C1)C1=C(C(=CC=2C3=CC=CC=C3CC12)C)C)C1=CC=CC=C1